methyl (3S)-2-[(2-tert-butoxycarbonyl-2-azabicyclo[2.1.1]hexan-4-yl)methyl]-3-ethyl-5-fluoro-3,4-dihydro-1H-isoquinoline-7-carboxylate C(C)(C)(C)OC(=O)N1C2CC(C1)(C2)CN2CC1=CC(=CC(=C1C[C@@H]2CC)F)C(=O)OC